CN1N=CC(=C1)NC1=NC=CC(=N1)N1C[C@H]2CC[C@@H](C1)N2C(CC#N)C 3-[(1r,5s)-3-{2-[(1-methyl-1H-pyrazol-4-yl)amino]pyrimidin-4-yl}-3,8-diazabicyclo[3.2.1]oct-8-yl]butyronitrile